C1(CC1)N1N=C(C2=CC(=CC=C12)N)C 1-cyclopropyl-3-methyl-indazol-5-amine